8-[(3R)-4-[(4-Chlorophenyl)(2,2-difluoro-2H-1,3-benzodioxol-5-yl)methyl]-3-methylpiperazin-1-yl]-5-methyl-6-oxo-5,6-dihydro-1,5-naphthyridin-2,7-dicarbonitril ClC1=CC=C(C=C1)C(N1[C@@H](CN(CC1)C1=C(C(N(C=2C=CC(=NC12)C#N)C)=O)C#N)C)C1=CC2=C(OC(O2)(F)F)C=C1